FC(C(=O)NCCC1=C(C=CC=C1)C(F)(F)F)(F)F trifluoroacetyl-2-trifluoromethylphenethylamine